C(C=C)(=O)N1C[C@@H](N(CC1)C1=NC(N2C3=C(C(=C(C=C13)Cl)C1=C(C=C(C(=C1)F)F)F)SCC2)=O)C 7-((S)-4-acryloyl-2-methylpiperazin-1-yl)-9-chloro-10-(2,4,5-trifluorophenyl)-2,3-dihydro-5H-[1,4]thiazino[2,3,4-ij]quinazolin-5-one